2,2-Bis[(2-bromoisobutyryloxy)methyl]propionamide BrC(C(=O)OCC(C(=O)N)(C)COC(C(C)(C)Br)=O)(C)C